N1(CCOCC1)C1=CC=C2C(=N1)NC=C2C2=NC(=NC=C2C(F)(F)F)NC2CCC21CNCC1 N-(4-(6-morpholinyl-1H-pyrrolo[2,3-b]pyridin-3-yl)-5-(trifluoromethyl)pyrimidin-2-yl)-6-azaspiro[3.4]octan-1-amine